BrC1=CC(=NC=N1)NCC1=NN2C(C=C(C=C2CC(C(=O)N)(C)C)C2CC2)=C1 3-(2-(((6-bromopyrimidin-4-yl)amino)methyl)-5-cyclopropylpyrazolo[1,5-a]pyridin-7-yl)-2,2-dimethylpropanamide